C1(=CC=CC=C1)C=1C=C(OC2=C(C(=O)N)C=C(C=C2)F)C=CC1 2-(3-phenylphenoxy)-5-fluorobenzamide